4-acetyl-3-(4-chlorophenyl)-5-methyl-1H-pyrrole-2-carbaldehyde C(C)(=O)C=1C(=C(NC1C)C=O)C1=CC=C(C=C1)Cl